FC(OC[C@@H](C1=CC(=CC=C1)OC(F)(F)F)NC(C[C@@H](C(C)(C)C)O)=O)F N-((R)-2-(difluoromethoxy)-1-(3-(trifluoromethoxy)phenyl)ethyl)-3-(S)-hydroxy-4,4-dimethyl-pentanamide